FC1=CC=C(C=C1)SCC(=C(F)F)Br 2-bromo-3,3-difluoroallyl 4-fluorophenyl sulfide